(5-isopropyl-1H-pyrazol-3-yl)-[(1R,5S)-6-[(2R)-2-methylpyrrolidine-1-carbonyl]-3-azabicyclo[3.1.0]hexane-3-yl]methanone C(C)(C)C1=CC(=NN1)C(=O)N1C[C@H]2C([C@H]2C1)C(=O)N1[C@@H](CCC1)C